ClC1=CC=C(S1)CNC1=CC(=NN1)C1CCN(CC1)CC1CC1 N-[(5-chlorothiophen-2-yl)methyl]-3-[1-(cyclopropylmethyl)piperidin-4-yl]-1H-pyrazol-5-amine